tert-butyl (s)-4-(1-(2,6-dioxopiperidin-3-yl)-4,6-difluoroindolin-5-yl)piperidine-1-carboxylate O=C1NC(CC[C@@H]1N1CCC2=C(C(=C(C=C12)F)C1CCN(CC1)C(=O)OC(C)(C)C)F)=O